bromo-4-hydroxyspiro[cyclohexane-1,3'-indoline]-2'-one BrN1C(C2(C3=CC=CC=C13)CCC(CC2)O)=O